ClC=1N=C(C2=C(N1)CC[S@]2=O)N[C@H]2CN(CC2)C(=O)OC Methyl (3R)-3-(((5R)-2-chloro-5-oxido-6,7-dihydrothieno[3,2-d]pyrimidin-4-yl)amino)pyrrolidine-1-carboxylate